FC1=C(C(=O)NCC23CCC(CC2)(CC3)C3=NC(=NO3)C=3N=NC(=CC3)C(F)(F)F)C=C(C(=C1)O)F 2,5-difluoro-4-hydroxy-N-[(4-{3-[6-(trifluoromethyl)pyridazin-3-yl]-1,2,4-oxadiazol-5-yl}bicyclo[2.2.2]octan-1-yl)methyl]benzamide